NCCNC(CSC(CCC(=O)N([C@@H](C)C(=O)[O-])C)(C)C)=O N-(4-((2-((2-aminoethyl)amino)-2-oxoethyl)thio)-4-methylpentanoyl)-N-methyl-L-alaninate